C(C)(C)(C)OC(NC(C)C1=NC=NN1C1=NC=NC(=C1)C#N)=O 1-[1-(6-cyanopyrimidin-4-yl)-1H-1,2,4-triazol-5-yl]Ethyl-carbamic acid tert-butyl ester